O=C1C2C(C(N1)=O)C(NC2)C(=O)[O-] 4,6-dioxooctahydropyrrolo[3,4-c]pyrrole-1-carboxylate